Octane-6-one hydrochloride Cl.CCCCCC(CC)=O